(R)-1-methyl-N-(5-(4-methylpyridin-2-yl)-2,3-dihydro-1H-inden-1-yl)-1H-pyrazole-5-carboxamide CN1N=CC=C1C(=O)N[C@@H]1CCC2=CC(=CC=C12)C1=NC=CC(=C1)C